ClCC1=CC(=CC(=C1)F)P(=O)(C)CC 1-(chloromethyl)-3-[ethyl(methyl)phosphoryl]-5-fluorobenzene